C(C)(=O)OCC=1C=C(C=CC1C)C(CC(=O)OCC)C1=C(C=2N(C=C1)C(=NN2)C(F)(F)F)C Ethyl 3-(3-(acetoxymethyl)-4-methylphenyl)-3-(8-methyl-3-(trifluoromethyl)-[1,2,4]triazolo[4,3-a]pyridin-7-yl)propanoate